C(C1=CC=CC=C1)OC1=CC(=NC(=C1)OC)OC 4-(benzyloxy)-2,6-dimethoxypyridine